iron-aluminum salt [Al].[Fe]